O[C@@]1([C@H](O)[C@H](O)[C@@H](CO)O1)N1C=NC=2C(NC(NC([C@@H](N)C(C)C)=O)=O)=NC=NC12 hydroxy-N-valylcarbamoyladenosine